C1=CC2=C(N=C1)N=CN2 AZABENZIMIDAZOLE